[hydroxy(phenyl)methyl]-[2-[(2R,3S,4S,5S)-3,4,5-trihydroxy-6-(4-methoxyphenoxy)tetrahydropyran-2-yl]ethyl]phosphinic acid OC(C1=CC=CC=C1)P(O)(=O)CC[C@H]1OC([C@H]([C@H]([C@@H]1O)O)O)OC1=CC=C(C=C1)OC